4-(5-bromo-1H-pyrazolo[4,3-b]pyridin-1-yl)tetrahydrofuran-3-ol BrC1=CC=C2C(=N1)C=NN2C2C(COC2)O